CC(=O)OC1=CC=C(C=C1)[C@H](C=C)OC(=O)C 1-ACETOXYCHAVICOL ACETATE